OC(CC1(C(=O)N)CC(C(=O)NCC(CO)O)=CC(=C1)N(C(CO)=O)CCO)CO 1,N3-bis(2,3-dihydroxypropyl)-5-(2-hydroxy-N-(2-hydroxyethyl)acetamido)isophthalamide